(R)-(2-(2-fluoro-4-(3-hydroxyazetidin-1-yl)phenyl)-7-(2-methyl-2H-1,2,3-triazol-4-yl)pyrazolo[1,5-a]pyrimidin-5-yl)(1-methyl-3,4-dihydroisoquinolin-2(1H)-yl)methanone FC1=C(C=CC(=C1)N1CC(C1)O)C1=NN2C(N=C(C=C2C2=NN(N=C2)C)C(=O)N2[C@@H](C3=CC=CC=C3CC2)C)=C1